ClC1=C(C(=O)OC2=CC(=NN2C)C)C=CC(=C1)Cl 1,3-dimethyl-1H-pyrazol-5-yl 2,4-dichlorobenzoate